N-(3',4',5'-Trifluorobiphenyl-2-yl)-5-chloro-3-difluoromethyl-1-methylpyrazol-4-ylcarboxamide FC=1C=C(C=C(C1F)F)C1=C(C=CC=C1)NC(=O)C=1C(=NN(C1Cl)C)C(F)F